C(C)OCC=1N(C(=C(N1)C)C1=CC=CC=C1)CC(C)(O)C 1-[2-(ethoxymethyl)-4-methyl-5-phenyl-1H-imidazol-1-yl]-2-methylpropan-2-ol